1-((2S)-4-(5-chloro-7-fluoro-6-(3-hydroxy-1-naphthalenyl)-2,1-benzo-thiazol-3-yl)-2-methyl-1-piperazinyl)-2-propen-1-one ClC=1C(=C(C=2C(=C(SN2)N2C[C@@H](N(CC2)C(C=C)=O)C)C1)F)C1=CC(=CC2=CC=CC=C12)O